4-(2-dimethylamino-ethylamino)-benzaldehyde CN(CCNC1=CC=C(C=O)C=C1)C